2-(2-fluoro-6-(hydroxymethyl)phenyl)acetic acid FC1=C(C(=CC=C1)CO)CC(=O)O